N,N-diethyl-β-pentoxypropionamide C(C)N(C(CCOCCCCC)=O)CC